C1C[C@H]2CC(C[C@@H]1N2)CO.Cl (1R,3s,5S)-8-azabicyclo[3.2.1]octan-3-ylmethanol hydrochloride